potassium perfluoromethanesulphonate FC(S(=O)(=O)[O-])(F)F.[K+]